titanium gold tin [Sn].[Au].[Ti]